O=C1NC=C(C2=CC=C(C=C12)N[C@@H](C)C(=O)OC)C1=C(C=CC=C1)C methyl (1-oxo-4-(o-tolyl)-1,2-dihydroisoquinolin-7-yl)alaninate